OCC(CO)(CO)NCC(=O)O N-(2-Hydroxy-1,1-bis(hydroxy-methyl)ethyl)glycine